NC1=NC=CC=C1C1=NC=2C(=NC(=CC2)C2=CC=CC=C2)N1C1=CC=C(C(=O)NCC=2C=C(C=CC2)CC(=O)O)C=C1 2-(3-((4-(2-(2-aminopyridin-3-yl)-5-phenyl-3H-imidazo[4,5-b]pyridin-3-yl)benzamido)methyl)phenyl)acetic acid